CN1C(C(C=2C1=NC=CC2)=O)=O 1-methyl-1H-pyrrolo[2,3-b]pyridine-2,3-dione